2,4-dichlorotrichlorobenzyl chloride ClC1=C(CCl)C(=C(C(=C1Cl)Cl)Cl)Cl